N1N=CC(=C1)C=1C2=C(C(=NC1)NCC=1C=C(C(=O)NC3=NC=NC=C3)C=CC1)CCO2 3-(((7-(1H-Pyrazol-4-yl)-2,3-dihydrofuro[3,2-c]pyridin-4-yl)amino)methyl)-N-(pyrimidin-4-yl)benzamid